CC1=C(C=C(C=C1)C(=O)N1CCC(CC1)C1=CC=C(C=C1)OC=1C=NC=CC1)NS(=O)(=O)CC1=CC=CC=C1 N-(2-methyl-5-(4-(4-(pyridin-3-yloxy)phenyl)piperidine-1-carbonyl)phenyl)-1-phenylmethane-sulfonamide